3-(7-amino-6-(3-methylnaphthalen-1-yl)pyrazolo[1,5-a]pyrimidin-3-yl)-1,2,4-oxadiazol-5(4H)-one NC1=C(C=NC=2N1N=CC2C2=NOC(N2)=O)C2=CC(=CC1=CC=CC=C21)C